N-(2-methylpropyl)tetrahydropyran-4-amine CC(CNC1CCOCC1)C